N-[6-(2,2-difluoroethoxy)-5-fluoro-2-methoxypyridin-3-yl]-6-methoxy-1H-indole-3-sulfonamide FC(COC1=C(C=C(C(=N1)OC)NS(=O)(=O)C1=CNC2=CC(=CC=C12)OC)F)F